ClC=1C(=CC2=C(N(C(N=C2N2[C@H](CN(CC2)C(=O)OC(C)(C)C)C)=O)C2=C(C=CC=C2C)C(C)C)N1)F tert-butyl (S)-4-(7-chloro-6-fluoro-1-(2-isopropyl-6-methylphenyl)-2-oxo-1,2-dihydropyrido[2,3-d]pyrimidin-4-yl)-3-methylpiperazine-1-carboxylate